NC=1C=C(CCN2[C@H](O[C@H](C2=O)C)C=2C(=NN(C2)C2=CC=C(C=C2)Br)C2=CC=C(C=C2)F)C=C(C1)F (2R,5S)-3-(3-amino-5-fluorophenethyl)-2-(1-(4-bromophenyl)-3-(4-fluorophenyl)-1H-pyrazol-4-yl)-5-methyloxazolidin-4-one